N4-(bicyclo[1.1.1]pentan-1-yl)-N6-(4-((2-(dimethylamino)ethyl)(methyl)amino)-2-methoxy-5-nitrophenyl)pyrimidine-4,6-diamine C12(CC(C1)C2)NC2=NC=NC(=C2)NC2=C(C=C(C(=C2)[N+](=O)[O-])N(C)CCN(C)C)OC